C(C)(C)(C)N(C(O)=O)C1=C(C=C(C=C1)N1C(=NC=2C1=NC(=CC2)C2=CC=CC=C2)C=2C(=NC=CC2)N)F.COC(C21CC3CC(CC(C2)C3)C1)(OC)OC 1-(trimethoxymethyl)adamantane tert-butyl-(4-(2-(2-aminopyridin-3-yl)-5-phenyl-3H-imidazo[4,5-b]pyridin-3-yl)-2-fluorophenyl)carbamate